C(=O)C=1N(C(=C(N1)C)C(=O)OCC)C[C@H]1OCC1 ethyl (S)-2-formyl-4-methyl-1-(oxetan-2-ylmethyl)-1H-imidazole-5-carboxylate